C1(=CC=C(C=C1)CN1C=CC2=C(C=CC(=C12)C(=O)O)F)C1=CC=CC=C1 1-([1,1'-biphenyl]-4-ylmethyl)-4-fluoro-1H-indole-7-carboxylic acid